4-(2-aminopyrimidin-4-yl)cyclohexan-1-one NC1=NC=CC(=N1)C1CCC(CC1)=O